methyl-({4-[(methylamino)methyl]phenyl}methyl)amine CNCC1=CC=C(C=C1)CNC